OC1CC2CC(CC2C1)C1=C(N(C(=N1)C#N)C)C(=O)NC1=CC(=C(C=C1)F)Cl 5-[5-Hydroxy-1,2,3,3a,4,5,6,6a-octahydropentalen-2-yl]-N-(3-chloro-4-fluorophenyl)-2-cyano-3-methyl-4-imidazolecarboxamide